Azacycloundecane N1CCCCCCCCCC1